NC1=C2N=CN(C2=NC(=N1)Cl)[C@H]1[C@H]([C@@H]([C@H](O1)COC(C1=CC=CC=C1)(C1=CC=CC=C1)C1=CC=C(C=C1)OC)O)F (2R,3R,4S,5R)-5-(6-amino-2-chloro-9H-purin-9-yl)-4-fluoro-2-(((4-methoxyphenyl)diphenylmethoxy)methyl)-tetrahydrofuran-3-ol